FC1=CC=C2C(C3C(NC2=C1)C=1CCC2=C(C1S(C3)=O)C=CC=C2)(C)C 10-fluoro-7,7-dimethyl-6a,7,12,12a,13,14-hexahydro-6H-benzo[7,8]thiochromeno[4,3-b]quinolone